C1(CCCCC1)CC1=C(C2=C(C=CC(=NO2)O)C=C1)O 8-(cyclohexylmethyl)-3,9-dihydroxybenzo[5,6]oxazepin